2-(2-{2-[5'-fluoro-1'-methyl-3-(piperidin-4-yl)-1H,1'H-[4,6'-biindazol]-1-yl]acetamido}acetamido)acetic acid FC=1C=C2C=NN(C2=CC1C=1C=2C(=NN(C2C=CC1)CC(=O)NCC(=O)NCC(=O)O)C1CCNCC1)C